N1(CCC1)CC=1C=C(C=CC1)C1=CN=C(S1)N1C([C@@H]2N(CCN(C2)C#N)CC1)=O (R)-8-(5-(3-(azetidin-1-ylmethyl)phenyl)thiazol-2-yl)-9-oxooctahydro-2H-pyrazino[1,2-a]pyrazine-2-carbonitrile